3-[(5S)-5-(3,4,5-trichlorophenyl)-5-(trifluoromethyl)-4H-isoxazol-3-yl]-4,5,6,7-tetrahydro-2-benzothiophene-1-carboxylic acid ClC=1C=C(C=C(C1Cl)Cl)[C@@]1(CC(=NO1)C=1SC(=C2C1CCCC2)C(=O)O)C(F)(F)F